ClC1=CC(=NC(=N1)SC)N1[C@@H](COCC1)C (3R)-4-[6-chloro-2-(methylsulfanyl)pyrimidin-4-yl]3-methylmorpholine